1-(5-(5-((7-Chloro-4-oxo-3,4-dihydrophthalazin-1-yl)methyl)-2-fluorophenyl)-1H-benzoimidazol-2-yl)-3-ethylurea ClC1=CC=C2C(NN=C(C2=C1)CC=1C=CC(=C(C1)C1=CC2=C(NC(=N2)NC(=O)NCC)C=C1)F)=O